ClC=1C(=CC(=C(C(=O)NC2=CC(=NC=C2)[S@@](=O)(=N)C)C1)N1C[C@@H](C(CC1)(F)F)C)C(F)(F)F 5-chloro-2-((S)-4,4-difluoro-3-methylpiperidin-1-yl)-N-(2-((R)-S-methylsulfonimidoyl)pyridin-4-yl)-4-(trifluoromethyl)benzamide